C(C1=CC=CC=C1)OC1=C(C=CC=C1C)C1=CC(=CC=C1F)C[C@]1(C[C@H](CC1)NS(=O)(=O)C)C(=O)N (1R,3S)-1-{[2'-(benzyloxy)-6-fluoro-3'-methyl-[1,1'-biphenyl]-3-yl]methyl}-3-methanesulfonamidocyclopentane-1-carboxamide